O1CCN(CC1)CCNC(CC=1SC(=CC1)C1=CC=C(C=C1)C(F)(F)F)=O N-(2-Morpholinoethyl)-2-(5-(4-(trifluoromethyl)phenyl)thiophen-2-yl)acetamid